(3R,7R)-2-(3,4-dichlorobenzoyl)-3,7-dimethyl-9-((R*)-1-(6-(5-methyl-1H-1,2,4-triazol-1-yl)pyridin-3-yl)ethyl)-1,2,3,4,8,9-hexahydropyrido[4',3':3,4]pyrazolo[1,5-a]pyrazin-10(7H)-one ClC=1C=C(C(=O)N2CC=3C(=NN4C3C(N(C[C@H]4C)[C@H](C)C=4C=NC(=CC4)N4N=CN=C4C)=O)C[C@H]2C)C=CC1Cl |o1:18|